(e)-1,1'-(diazene-1,2-diyl)dicyclohexanecarbonitrile N(=N\C1(CCCCC1)C#N)/C1(CCCCC1)C#N